N,N'-bis(4-nitro-3-tolyl)-dimethylethylenediamine [N+](=O)([O-])C1=C(C=C(C=C1)C)N(CCN(C=1C=C(C=CC1[N+](=O)[O-])C)C)C